ClC=1C=C(CNC(=O)C=2N=CN(C2)C2=NC(=NC=C2C)N[C@@H]2COCC2)C=C(C1)Cl (S)-N-(3,5-di-chlorobenzyl)-1-(5-methyl-2-((tetrahydrofuran-3-yl)amino)-pyrimidin-4-yl)-1H-imidazole-4-carboxamide